4-[3-(3-cyclopropylphenyl)-4-[2-[[(E)-3-[2-fluoro-4-(trifluoromethyl)phenyl]prop-2-enoyl]amino]acetyl]piperazin-1-yl]butanoic acid C1(CC1)C=1C=C(C=CC1)C1CN(CCN1C(CNC(\C=C\C1=C(C=C(C=C1)C(F)(F)F)F)=O)=O)CCCC(=O)O